1,4-diacetyl-3-((3,3-difluorocyclobutyl)methylene)piperazine-2,5-dione C(C)(=O)N1C(C(N(C(C1)=O)C(C)=O)=CC1CC(C1)(F)F)=O